NC1=C(C=NN1C=1C=NC(=CC1C)OC1=C(C=CC=C1F)F)C(=O)C1=CC=2C(=CC=C3CCCNC23)N1 (5-amino-1-{6-[(2,6-difluorophenyl)oxy]-4-methylpyridin-3-yl}pyrazol-4-yl)(2,3,4,7-tetrahydro-1H-pyrrolo[2,3-H]quinolin-8-yl)methanone